C(C1CS1)OCCSCCOCC1CS1 1,5-bis(2,3-epithiopropoxy)-3-thiapentane